C(C)(C)(C)OC(N[C@H](C(=O)N[C@H](C(=O)N1C[C@]2(CC1C#N)C(NC1=CC=CC=C12)=O)CC1CC1)C1CC1)=O tert-butyl((S)-2-(((S)-1-((3R,5S)-5'-cyano-2-oxospiro[indoline-3,3'-Pyrrolidine]-1'-yl)-3-cyclopropyl-1-oxopropan-2-yl)amino)-1-cyclopropyl-2-oxoethyl)carbamate